3,4,5-tridodecyloxybenzoic acid C(CCCCCCCCCCC)OC=1C=C(C(=O)O)C=C(C1OCCCCCCCCCCCC)OCCCCCCCCCCCC